(1-(6-fluoro-1-methyl-[1,2,4]triazolo[4,3-a]quinazolin-5-yl)-1,2,3,4-tetrahydroquinolin-5-yl)pent-1-yn-3-ol FC1=C2C(=NC=3N(C2=CC=C1)C(=NN3)C)N3CCCC1=C(C=CC=C31)C#CC(CC)O